5-bromo-2-(trifluoromethyl)pyridin-4-ol BrC=1C(=CC(=NC1)C(F)(F)F)O